(2R,4R)-6-chloro-4-hydroxy-N-(3-{2-oxo-2-[3-(trifluoromethoxy)azetidin-1-yl]ethoxy}bicyclo[1.1.1]pentan-1-yl)-3,4-dihydro-2H-1-benzopyran-2-carboxamide ClC=1C=CC2=C([C@@H](C[C@@H](O2)C(=O)NC23CC(C2)(C3)OCC(N3CC(C3)OC(F)(F)F)=O)O)C1